NC1=CC(=C(C(=O)OC)C=C1S(=O)(=O)CC)OC methyl 4-amino-5-(ethylsulfonyl)-2-methoxybenzoate